OC1=C(C(=O)N)C=CC(=C1)CN1C=C(C2=CC=CC=C12)CCC(C(C)(C)C)=O hydroxy-4-((3-(2-pivaloylethyl)-1H-indol-1-yl)methyl)benzamide